ClC1=C(CN2OCC(C2=O)(C)C)C=CC=C1 2-(2-chlorobenzyl)-4,4-dimethyl-1,2-oxazolidin-3-one